[N+](=O)([O-])C1CC(C1)C(=O)OC(C)(C)C tert-butyl 3-nitrocyclobutanecarboxylate